CC1=C(C(=C(C(=C1C(=O)O)OC)[N+](=O)[O-])NCCNC1=C(C(=C(C(=O)O)C=C1)OC)[N+](=O)[O-])C Dimethyl-4,4'-(ethane-1,2-diylbis(azanediyl))bis(2-methoxy-3-nitrobenzoic acid)